BrC1=CC(=C(C=C1)O)OCC1=CC=C(C=C1)OC 4-bromo-2-((4-methoxybenzyl)oxy)phenol